N-(benzo[d]thiazol-2-yl)-2-((2-(3-methoxyphenyl)-4-oxo-4H-chromen-3-yl)oxy)acetamide S1C(=NC2=C1C=CC=C2)NC(COC2=C(OC1=CC=CC=C1C2=O)C2=CC(=CC=C2)OC)=O